2-(3-aminopropyl)ethanoic acid NCCCCC(=O)O